CN(CCOC=1C=CC(=C(C(=O)N[C@H](C)C2=CC(=CC(=C2)C=2C=NN(C2)CC=2SC=CN2)C2=NN(C=C2)CC)C1)C)C (R)-5-(2-(dimethylamino)ethoxy)-N-(1-(3-(1-ethyl-1H-pyrazol-3-yl)-5-(1-(thiazol-2-ylmethyl)-1H-pyrazol-4-yl)phenyl)ethyl)-2-methylbenzamide